P(=O)(OOCCCCCCCC)(OOCCCCCCCC)[O-].[Na+] sodium di-n-octoxy phosphate